2-((5-((dimethylamino)methyl)benzo[d]oxazol-2-yl)amino)-N-(2-methoxyethyl)benzo[d]oxazole-5-carboxamide CN(C)CC=1C=CC2=C(N=C(O2)NC=2OC3=C(N2)C=C(C=C3)C(=O)NCCOC)C1